C(C1=CC=CC=C1)N1N=C(N=C1)C(=O)N[C@@H]1C(N(C=2N(CC1)N=C(C2)C(C)C)C)=O (S)-1-Benzyl-N-(2-isopropyl-4-methyl-5-oxo-5,6,7,8-tetrahydro-4H-pyrazolo[1,5-a][1,3]diazepin-6-yl)-1H-1,2,4-triazol-3-carboxamid